3-(3-bromo-4-methylthiophene-2-yl)propionamide BrC1=C(SC=C1C)CCC(=O)N